NCC=1C=C(CNC2=NC(=NC(=N2)OC(CCCCCCCC)CCCCCCCC)OC(CCCCCCCC)CCCCCCCC)C=CC1 N-(3-(aminomethyl)benzyl)-4,6-bis(heptadecan-9-yloxy)-1,3,5-triazin-2-amine